C1(CC1)CC1=C(C(=NN1C=1SC=C(N1)C(=O)O)C1=CC(=C(C(=C1)F)F)F)CC1=CC(=C(C=C1)S(N)(=O)=O)F 2-(5-(cyclopropylmethyl)-4-(3-fluoro-4-sulfamoylbenzyl)-3-(3,4,5-trifluorophenyl)-1H-pyrazol-1-yl)thiazole-4-carboxylic acid